N-[1-(cyclobutylmethyl)-1H-pyrazol-4-yl]-6-[1-(pyridin-4-ylmethyl)-1H-pyrazol-4-yl]pyridine-2-carboxamide C1(CCC1)CN1N=CC(=C1)NC(=O)C1=NC(=CC=C1)C=1C=NN(C1)CC1=CC=NC=C1